7-chloro-2-(indolin-1-ylmethyl)-3H-quinazolin-4-one ClC1=CC=C2C(NC(=NC2=C1)CN1CCC2=CC=CC=C12)=O